chloro-7-fluoro-3-(1H-imidazol-1-yl)-5-methoxy-1-methyl-2-(5-(trifluoromethyl)-1H-1,2,4-triazol-3-yl)-1H-indole ClC1=C2C(=C(N(C2=C(C=C1OC)F)C)C1=NNC(=N1)C(F)(F)F)N1C=NC=C1